5-methyl-4-oxo-7-{3-[(trans-4-hydroxycyclohexyl)carbamoyl]azetidin-1-yl}-1-(1,3-thiazol-2-yl)-1,4-dihydro-1,8-naphthyridine-3-carboxylic acid CC1=C2C(C(=CN(C2=NC(=C1)N1CC(C1)C(N[C@@H]1CC[C@H](CC1)O)=O)C=1SC=CN1)C(=O)O)=O